COC1=CC=C(COC2(OC3=CC=CC(=C3C(C2)=O)O)C2=CC=C(C=C2)OCC(C)C)C=C1 p-methoxybenzyloxy-5-hydroxy-2-(4-isobutoxyphenyl)chroman-4-one